2-cyanoethyl (5-(dimethoxyphosphoryl)-3-methoxypentyl) diisopropylphosphoramidite C(C)(C)N(P(OCCC#N)OCCC(CCP(=O)(OC)OC)OC)C(C)C